aluminium-thorium [Th].[Al]